1-[(1S,4R,6S)-2-azabicyclo[2.2.1]hept-6-yloxy]-7-(propan-2-yloxy)isoquinoline-6-carboxamide [C@@H]12NC[C@@H](C[C@@H]1OC1=NC=CC3=CC(=C(C=C13)OC(C)C)C(=O)N)C2